4-[3-[(5-Bromo-2-pyridyl)oxy]cyclobutoxy]but-2-yn-1-ol BrC=1C=CC(=NC1)OC1CC(C1)OCC#CCO